C(C)(C)(C)OC(=O)N(CC(=O)OC(C)(C)C)CCN1C(=NN2C(C1=O)=CC(=C2)B2OC(C(O2)(C)C)(C)C)OC tert-Butyl N-(tert-butoxycarbonyl)-N-(2-(2-methoxy-4-oxo-6-(4,4,5,5-tetramethyl-1,3,2-dioxaborolan-2-yl)pyrrolo[2,1-f][1,2,4]triazin-3(4H)-yl)ethyl)glycinate